C(C)(=O)C1=CC(=CN=N1)C(=O)OC methyl 6-acetyl-1,2-diazine-4-carboxylate